6-((5,7,8-trifluoro-3-methyl-1,4-dioxo-1,4-dihydronaphthalen-2-yl)methyl)-3-(trifluoromethyl)picolinonitrile FC1=C2C(C(=C(C(C2=C(C(=C1)F)F)=O)CC1=CC=C(C(=N1)C#N)C(F)(F)F)C)=O